sodium 6-(3-triethoxysilylpropylamino)-1,3,5-triazine-2,4-dithiolate C(C)O[Si](CCCNC1=NC(=NC(=N1)[S-])[S-])(OCC)OCC.[Na+].[Na+]